(E)-4-(benzo[d]thiazol-2-yl)-2-((2-(pyridine-2-yl)hydrazino)methyl)phenol S1C(=NC2=C1C=CC=C2)C2=CC(=C(C=C2)O)CNNC2=NC=CC=C2